FC(=O)OC methyl perfluoroformate